FC(OC1=C(C(=O)NCC2=NNC(=N2)C2=C(C=CC(=C2)F)OC)C=CC=N1)F 2-(difluoromethoxy)-N-((5-(5-fluoro-2-methoxyphenyl)-1H-1,2,4-triazol-3-yl)methyl)nicotinamide